[Fe+2].[Na+].N(C(C(=O)[O-])CC(=O)O)C(C(=O)[O-])CC(=O)[O-].FC1=C(C=C(C=C1)NC(C=C)=O)NC1=NC(=NC=C1C1=CC(=CC(=C1)OC)F)NC=1C=NN(C1)C N-(4-fluoro-3-((5-(3-fluoro-5-methoxyphenyl)-2-((1-methyl-1H-pyrazol-4-yl)amino)pyrimidin-4-yl)amino)phenyl)acrylamide iminodisuccinate sodium iron salt